1-(2-(2-hydroxyethylamino)ethyl)-1H-1,2,4-triazole-3-carboxamide OCCNCCN1N=C(N=C1)C(=O)N